C(CCCCCCC)(=O)C(CCCCCCC)O caprylyl-octanol